((S)-1-((naphthalen-1-ylmethyl)amino)-1-oxopropan-2-yl)adipamide 2,2,2-trifluoroacetate FC(C(=O)O)(F)F.C1(=CC=CC2=CC=CC=C12)CNC([C@@H](C)C(C(=O)N)CCCC(=O)N)=O